(2R,4S)-N-(5-(1-amino-3-cyclopropyl-1-(pyridin-2-yl)propyl)-2-fluorophenyl)-4-methoxy-4-phenylpyrrolidine NC(CCC1CC1)(C1=NC=CC=C1)C=1C=CC(=C(C1)N1CC[C@@](C1)(C1=CC=CC=C1)OC)F